2-biphenylylallyl ether C=CCOC1=CC=CC=C1C2=CC=CC=C2